C(CCCCCCCCCCCCC)N(C(OCOC1=NC2=CC(=CC=C2C=C1)OCCCCN1CCN(CC1)C1=CC=CC=2SC=CC21)=O)CCCCCCCCCCCCCC (7-(4-(4-(benzo[b]thiophen-4-yl)piperazin-1-yl)butoxy)quinolin-2-yloxy)methyl ditetradecylcarbamate